4-(3-(4-Cyano-3-(trifluoromethyl)phenyl)-2-(trifluoromethyl)oxazolidin-5-carbonyl)piperazin-1-carboxamid C(#N)C1=C(C=C(C=C1)N1C(OC(C1)C(=O)N1CCN(CC1)C(=O)N)C(F)(F)F)C(F)(F)F